4-(tert-butyldimethylsilyloxy)benzyl alcohol [Si](C)(C)(C(C)(C)C)OC1=CC=C(CO)C=C1